CC=1C=C(C=CC1)N1CCNCC1 4-(3-methyl-phenyl)piperazine